CC(C)(C)S(=O)(=O)NC1=C(C(=O)N)C=CC(=C1)C(F)(F)F 2-((1,1-dimethylethyl)sulfonamido)-4-(trifluoromethyl)benzamide